N-({6-[(2,6-dimethylmorpholin-4-yl)methyl]imidazo[1,2-a]pyridin-2-yl}methyl)-4-oxo-4H-pyrido[1,2-a]pyrimidine-2-carboxamide CC1CN(CC(O1)C)CC=1C=CC=2N(C1)C=C(N2)CNC(=O)C=2N=C1N(C(C2)=O)C=CC=C1